FC(C1=CC=C(C=C1)NC1=C(C=CC=C1)C1=NN=C(O1)CNC(OC(C)(C)C)=O)(F)F tert-butyl ((5-(2-((4-(trifluoromethyl)phenyl)amino)phenyl)-1,3,4-oxadiazol-2-yl)methyl)carbamate